3-[(1Z)-2-(3-hydroxyphenyl)ethenyl]-5-methoxyphenol OC=1C=C(C=CC1)\C=C/C=1C=C(C=C(C1)OC)O